FC(C1=NN(C(=C1)C(F)F)CC(=O)OCCC(=C(F)F)F)F 3,4,4-trifluorobut-3-en-1-yl 2-(3,5-bis(difluoromethyl)-1H-pyrazol-1-yl)acetate